COC(=O)C12CCC(CC1)(CC2)NC(COC2=CC(=C(C=C2)Cl)F)=O 4-[2-(4-chloro-3-fluorophenoxy)acetylamino]bicyclo[2.2.2]octane-1-carboxylic acid methyl ester